C1=C(C=CC2=CC3=CC(=CC=C3C=C12)C(=O)F)C(=O)F anthracene-2,6-dicarbonyl difluoride